1,15,29-tribenzyl 15-(tert-butyl) nonacosane-1,15,15,29-tetracarboxylate C(CCCCCCCCCCCCCC(CCCCCCCCCCCCCCC(=O)OCC1=CC=CC=C1)(C(=O)OCC1=CC=CC=C1)C(=O)OC(C)(C)C)C(=O)OCC1=CC=CC=C1